Cl.C(C)OC(=O)N1CC2(CC(C2)N2CCC(CC2)C2=CC=NN2C)CC1 2-[4-(1-methyl-1H-pyrazol-5-yl)-1-piperidinyl]-6-azaspiro[3.4]octane-6-carboxylic acid ethyl ester, hydrochloride